(2S)-3-(3,4-dichlorophenyl)-2-[9H-fluoren-9-ylmethoxycarbonyl(methyl)amino]propanoic acid ClC=1C=C(C=CC1Cl)C[C@@H](C(=O)O)N(C)C(=O)OCC1C2=CC=CC=C2C=2C=CC=CC12